BrC=1C2(C3=CC=CC=C3C1)CCC(CC2)(C(=O)O)NC=2C=NC=C(C2)Br (1s,4s)-2'-bromo-4-[(5-bromopyridin-3-yl)amino]spiro[cyclohexane-1,1'-indene]-4-carboxylic acid